2-Amino-3-[(Thiophen-2-yl)carbonyl]indolizin-1-carboxamid NC=1C(=C2C=CC=CN2C1C(=O)C=1SC=CC1)C(=O)N